BrC=1C(=C(C=CC1)C=1OC2=C(N1)CN(C2)C(CN2C[C@H](CC2)C(=O)O)=O)C (S)-1-(2-(2-(3-bromo-2-methylphenyl)-4,6-dihydro-5H-pyrrolo[3,4-d]oxazol-5-yl)-2-oxoethyl)pyrrolidine-3-carboxylic acid